N-(2'-fluoro-4-((methylamino)methyl)-[1,1'-biphenyl]-2-yl)-4-methoxybenzenesulfonamide FC1=C(C=CC=C1)C1=C(C=C(C=C1)CNC)NS(=O)(=O)C1=CC=C(C=C1)OC